BrC1=C(C=C2C(=NC(=NC2=C1F)O)O)[N+](=O)[O-] 7-bromo-8-fluoro-6-nitroquinazoline-2,4-diol